methyl ((6-((3-((5-ethyl-2-methoxyphenyl) sulfonamido)-4-methoxybenzo[d]isoxazol-6-yl)oxy)pyridin-3-yl)methyl)carbamate C(C)C=1C=CC(=C(C1)S(=O)(=O)NC1=NOC2=C1C(=CC(=C2)OC2=CC=C(C=N2)CNC(OC)=O)OC)OC